2,2-di(4-hydroxyphenyl)hexane OC1=CC=C(C=C1)C(C)(CCCC)C1=CC=C(C=C1)O